C(C)(C)(C)NC(=O)[C@H]1N(C[C@H]2CCCC[C@H]2C1)C[C@H]([C@H](CSC1=CC=CC=C1)NC(=O)C1=C(C(=CC=C1)O)C)O (3S,4aS,8aS)-N-tert-butyl-2-[(2R,3R)-2-hydroxy-3-[(3-hydroxy-2-methylphenyl)formamido]-4-(phenylsulfanyl)butyl]-decahydroisoquinoline-3-carboxamide